ClC1=NC=C(C(=C1)N1C[C@H](CCC1)NC(OC(C)(C)C)=O)C=1C=NN(C1)CCCN(C)C tert-butyl (S)-(1-(2-chloro-5-(1-(3-(dimethylamino)propyl)-1H-pyrazol-4-yl)pyridin-4-yl)piperidin-3-yl)carbamate